((3r,4r,6r)-4-fluoro-6-((S)-1-(4-fluorophenyl)-1,2,3,4-tetrahydroisoquinoline-2-carbonyl)tetrahydro-2H-pyran-3-yl)carbamic acid tert-butyl ester C(C)(C)(C)OC(N[C@@H]1CO[C@H](C[C@H]1F)C(=O)N1[C@H](C2=CC=CC=C2CC1)C1=CC=C(C=C1)F)=O